C1(=CC=CC=C1)C=1C=NC=C(C1)C1=CC=CC=C1 3,5-diphenylpyridine